4-bromo-2,5-dimethylheptane BrC(CC(C)C)C(CC)C